N-(4-(cyclohexyloxy)benzyl)-3-(4-hydroxy-3-iodo-5-methylphenyl)-1,2,4-oxadiazole-5-carboxamide C1(CCCCC1)OC1=CC=C(CNC(=O)C2=NC(=NO2)C2=CC(=C(C(=C2)C)O)I)C=C1